C(CCCCC)OC(COC(CON=C(C)C)=O)=O (isopropylidene)aminooxyacetic acid 2-(hexyloxy)-2-oxoethyl ester